FC=1C(=C(C=2C=CNC2C1)C(=O)OC)OC1=CC(=CC=C1)C=1NC(=CN1)C(C)(C1=CC=CC=C1)O Methyl 6-fluoro-5-(3-(5-(1-hydroxy-1-phenylethyl)-1H-imidazol-2-yl)phenoxy)-1H-indole-4-carboxylate